(+)-(S)-ethyl 2-(2-((7-(2-((1,1-dimethylethylsulfinamido)methyl)-3-fluoropyridin-4-yl)-3-(trifluoromethyl)benzofuran-5-yl)methoxy)-4-methoxyphenyl)acetate CC(C)([S@](=O)NCC1=NC=CC(=C1F)C1=CC(=CC=2C(=COC21)C(F)(F)F)COC2=C(C=CC(=C2)OC)CC(=O)OCC)C